1-(5,6-dihydrospiro[cyclopenta[b]thiophen-4,1'-cyclopropan]-6-yl)-N-methyl-methylamine C12(CC1)CC(C=1SC=CC12)CNC